8,9-dichloro-7-(2-fluoro-5-methoxy-phenyl)-5H-pyrimido[1,2-a][1,4]benzodiazepin-3-one ClC1=C(C=CC2=C1C(=NCC=1N2C=CC(N1)=O)C1=C(C=CC(=C1)OC)F)Cl